BrC=1C=C(C=CC1Cl)C1=NNC(O[C@H]1C)=O (S)-5-(3-bromo-4-chlorophenyl)-6-methyl-3,6-dihydro-2H-1,3,4-oxadiazin-2-one